2-chloro-N-(4-fluorophenyl)benzamide ClC1=C(C(=O)NC2=CC=C(C=C2)F)C=CC=C1